Naphtho[1,8-gh]Quinoline C1=CC=C2C=CC=C3CC=4C=CC=NC4C1=C32